N1(CCCCC1)C1CCN(CC1)C(=O)OC/1=N\C(\C(N\C1=C\1/N=CNC1C(C)(C)C)=O)=C/C1=CC=CC=C1 (Z)-6-[(Z)-benzylidene]-3-[5-(tert-butyl)-1H-imidazol-4-ylidene]-5-oxo-3,4,5,6-tetrahydropyrazin-2-yl [1,4'-bipiperidine]-1'-carboxylate